cyclopropyl-(2-(5-(p-tolyl)-1H-imidazol-2-yl)piperidin-1-yl)methanone C1(CC1)C(=O)N1C(CCCC1)C=1NC(=CN1)C1=CC=C(C=C1)C